4-(3-(4-(1-(7-azaspiro[3.5]non-2-yl)piperidine-4-carbonyl)piperazine-1-carbonyl)-4-fluorobenzyl)phthalazin-1(2H)-one C1C(CC12CCNCC2)N2CCC(CC2)C(=O)N2CCN(CC2)C(=O)C=2C=C(CC1=NNC(C3=CC=CC=C13)=O)C=CC2F